CC1=C(C(=O)PC(C2=C(C=C(C=C2C)C)C)=O)C(=CC(=C1)C)C bis(2,4,6-trimethylbenzoyl)phosphine